C(C)N(C\C=C/C1=C(C=CC(=C1)F)S(=O)(=O)NC1=CC=C2C3[C@@H](COC2=C1C(=O)O)C3(F)F)CC (S)-5-[2-((Z)-3-diethylaminoprop-1-enyl)-4-fluorobenzene-sulfonylamino]-1,1-difluoro-1,1a,2,7b-tetrahydrocyclopropa[c]chromene-4-carboxylic acid